3-amino-5'-chloro-1'-ethylspiro[cyclobutane-1,3'-indoline]-2'-one NC1CC2(C(N(C3=CC=C(C=C23)Cl)CC)=O)C1